5-Aminopentanal NCCCCC=O